COC(=O)C=1C=C2C(=CNC2=C(C1)NS(=O)(=O)C1=C(C=CC=C1)OC)C(C)=O 3-acetyl-7-((2-methoxyphenyl)sulfonylamino)-1H-indole-5-carboxylic acid methyl ester